C(C)(C)(C)OC(NCCCl)=O N-(2-chloroethyl)carbamic acid tert-butyl ester